FC1=C(C=CC=C1)C1=NN=C(O1)C1=CC=C(CO)C=C1 4-(5-(2-fluorophenyl)-1,3,4-oxadiazol-2-yl)benzyl alcohol